2-[(4-{2-[(4-chloro-2-fluorobenzyl)oxy]pyridin-3-yl}piperidin-1-yl)methyl]-1-[(1-methyl-1H-1,2,3-triazol-5-yl)methyl]-1H-benzimidazole-6-carboxylic acid, trifluoroacetate salt FC(C(=O)O)(F)F.ClC1=CC(=C(COC2=NC=CC=C2C2CCN(CC2)CC2=NC3=C(N2CC2=CN=NN2C)C=C(C=C3)C(=O)O)C=C1)F